(R)-3-[2-(2-chlorobenzoyl)-1,2,3,4-tetrahydroisoquinolin-5-yl]-3-(7-methoxy-1-methyl-1H-benzo[d][1,2,3]triazol-5-yl)propanoic acid ClC1=C(C(=O)N2CC3=CC=CC(=C3CC2)[C@H](CC(=O)O)C2=CC3=C(N(N=N3)C)C(=C2)OC)C=CC=C1